(E)-(2,6-difluorostyryl)(imino)(pyridin-2-yl)-lambda6-sulfanone FC1=C(/C=C/S(=O)(C2=NC=CC=C2)=N)C(=CC=C1)F